C(C)(C)(C)[Si](OCCOC1CCN(CC1)C1=NC=CC=N1)(C1=CC=CC=C1)C1=CC=CC=C1 tert-butyl-diphenyl-[2-[(1-pyrimidin-2-yl-4-piperidyl)oxy]ethoxy]silane